C1NCC2NC3CN=CC=C3C=C21 hexahydro-pyrrolo[3,4-b][1,7]naphthyridin